3-Bromobenzene BrC=1C=CC=CC1